6-(3-amino-2,6-difluorophenyl)-N-methylimidazo[1,5-a]pyrazine-1-carboxamide NC=1C(=C(C(=CC1)F)C=1N=CC=2N(C1)C=NC2C(=O)NC)F